(Sa)-6-(4-bromo-1-(4-(tert-butyl)benzyl)-1H-indole-7-carboxamido)spiro[3.3]heptane-2-carboxylic acid BrC1=C2C=CN(C2=C(C=C1)C(=O)NC1CC2(CC(C2)C(=O)O)C1)CC1=CC=C(C=C1)C(C)(C)C